diaminopelargonic acid CCCCCCCC(C(=O)O)(N)N